4-bromo-2-methyl-7,8-dihydropyrido[4,3-d]pyrimidine-6(5H)-carboxylic acid tert-butyl ester C(C)(C)(C)OC(=O)N1CC2=C(N=C(N=C2Br)C)CC1